6-chloro-2-((S)-1-((R)-4,6-dimethyl-1,4-diazepan-1-yl)butyl)-3-ethyl-7-fluoroquinazolin-4(3H)-one ClC=1C=C2C(N(C(=NC2=CC1F)[C@H](CCC)N1CCN(C[C@H](C1)C)C)CC)=O